lithium bissalicyl diboronate B(OCC=1C(O)=CC=CC1)OBOCC=1C(O)=CC=CC1.[Li]